FC1=C(C=CC=C1C(C)C=1C2=C(NN1)CCC2)CCC(=O)OCC ethyl 3-[2-fluoro-3-[1-(1,4,5,6-tetrahydrocyclopenta[c]pyrazoL-3-yl)ethyl]phenyl]propanoate